N-(4-(methylthio)phenyl)naphthalene-1-amine CSC1=CC=C(C=C1)NC1=CC=CC2=CC=CC=C12